oleyl hexadecyl ether C(CCCCCCCCCCCCCCC)OCCCCCCCC\C=C/CCCCCCCC